1-(4-(1H-Pyrazol-1-yl)benzyl)-4-(propan-1-yn-1-yl)-1H-indazole-7-carboxylic acid N1(N=CC=C1)C1=CC=C(CN2N=CC3=C(C=CC(=C23)C(=O)O)C#CC)C=C1